FC(OC1=CC=C(C=C1)N1N=C(C=2C1=NC=CC2N2CC(C2)C=C)C2CN(C2)C(=O)OC(C)(C)C)(F)F tert-butyl 3-(1-(4-(trifluoromethoxy)phenyl)-4-(3-vinylazetidin-1-yl)-1H-pyrazolo[3,4-b]pyridin-3-yl)azetidine-1-carboxylate